6-benzyl-2-methyl-N-((5-methyl-1,3,4-oxadiazol-2-yl)methyl)-5-oxo-5,6-dihydro-1,6-naphthyridine-3-carboxamide C(C1=CC=CC=C1)N1C(C=2C=C(C(=NC2C=C1)C)C(=O)NCC=1OC(=NN1)C)=O